C(C=C)(=O)OC1CCC2C3CCC(C12)C3 2-propenoic acid, octahydro-4,7-methano-1H-indenyl ester